ClC1=CC2=C(OC3=C2C=CC(=C3)Cl)C(=C1)Cl 2,4,7-trichlorodibenzofuran